(Cyclopentylmethyl-(methyl)amino)-1-oxo-2,3-dihydro-1H-pyrrolo[3,4-c]pyridine-4-carboxylic acid methyl ester COC(=O)C1=NC=CC2=C1CN(C2=O)N(C)CC2CCCC2